OC(CC(C(=O)O)=C)CC(=O)C(=C)C.C(C=C)(=O)OCC(CC(C(=C)C)=O)O 2-Hydroxy-3-methacryloylpropyl acrylate (2-Hydroxy 3-methacryl propyl acrylate)